(2S)-methyl 3-((S)-2-oxopyrrolidin-3-yl)-2-(2-azaspiro[4.5]decane-3-carboxamido)propanoate O=C1NCC[C@H]1C[C@@H](C(=O)OC)NC(=O)C1NCC2(C1)CCCCC2